FC1(C[C@](CC1)(C1=NN=CN1C)C=1C=C(C=CC1)N1C(C2=CC(=CC(=C2C1)C(F)(F)F)CNC1(CCC1)C)=O)F (S)-2-(3-(3,3-difluoro-1-(4-methyl-4H-1,2,4-triazol-3-yl)cyclopentyl)phenyl)-6-(((1-methylcyclobutyl)amino)methyl)-4-(trifluoromethyl)isoindolin-1-one